NC1(COC(OC1)C=1C2=CN(N=C2C(=CC1)C(=O)NC=1C=C(C=2N(C1)C=C(N2)C)F)CC)C 4-(5-amino-5-methyl-1,3-dioxan-2-yl)-2-ethyl-N-{8-fluoro-2-methylimidazo[1,2-a]pyridin-6-yl}indazole-7-carboxamide